NC(CN)CN 2,3-diaminopropylamine